3-(4-bromophenyl)oxazolidin-4-one BrC1=CC=C(C=C1)N1COCC1=O